tert-butyl 6-(5-chloro-2-fluorophenyl)-3-{methyl[(3-methyl-2-oxooxolan-3-yl)methyl]amino}pyridazine-4-carboxylate ClC=1C=CC(=C(C1)C1=CC(=C(N=N1)N(CC1(C(OCC1)=O)C)C)C(=O)OC(C)(C)C)F